C(C)S(=O)(=O)C1=CC(=C(C=C1)C1=NN2C(OC[C@@](C2)(C)CO)=C1C(=O)OCC)F ethyl (R)-2-(4-(ethylsulfonyl)-2-fluorophenyl)-6-(hydroxymethyl)-6-methyl-6,7-dihydro-5H-pyrazolo[5,1-b][1,3]oxazine-3-carboxylate